ClC1=C(C(=CC=C1)F)C1=NC(=NC2=C1C(NC=1N2CC(N1)(C)C)=O)NC1=CC=C(C=C1)N1CCN(CC1)C (2-chloro-6-fluorophenyl)-2-((4-(4-methylpiperazin-1-yl)phenyl)amino)-8,8-dimethyl-8,9-dihydroimidazo[1,2-a]pyrimido[5,4-e]pyrimidin-5(6H)-one